2,4-Bis(p-tolylthio)-1,3,2,4-dithiadiphosphetane 2,4-disulfide C1(=CC=C(C=C1)SP1(SP(S1)(SC1=CC=C(C=C1)C)=S)=S)C